(S)-1-(4-(8-(2-((3-amino-6,6,6-trifluorohexyl)oxy)ethoxy)-[1,2,4]triazolo[1,5-a]pyrazin-6-yl)-3-fluoro-5-methoxypyridin-2-yl)ethan-1-one N[C@H](CCOCCOC=1C=2N(C=C(N1)C1=C(C(=NC=C1OC)C(C)=O)F)N=CN2)CCC(F)(F)F